CC=1C(=NC=C(C1)C)N1CCNCC1 1-(3,5-dimethylpyridin-2-yl)piperazine